COC1=C(C=CC(=C1)C)C1=CC=C2C=CC(=NC2=N1)C1CN(CCC1)C(=O)OCC1=CC=CC=C1 benzyl 3-[7-(2-methoxy-4-methyl-phenyl)-1,8-naphthyridin-2-yl]piperidine-1-carboxylate